1-tridecylpyridinium C(CCCCCCCCCCCC)[N+]1=CC=CC=C1